2-(2-chloro-4-iodophenyl)-3,5,7,8-tetrahydro-4H-thiopyrano[4,3-d]pyrimidin-4-one ClC1=C(C=CC(=C1)I)C=1NC(C2=C(N1)CCSC2)=O